2-(4'-hydroxyphenyl)-2-(2'-hydroxyphenyl)-propane OC1=CC=C(C=C1)C(C)(C)C1=C(C=CC=C1)O